C(C=C)N(C(C1=CC=CC=C1)=O)C1=C(C=2N(C=C1)N=CC2)C=C N-allyl-N-(4-vinylpyrazolo[1,5-a]pyridin-5-yl)benzamide